5-(2-(2,5-difluorophenyl)pyrrolidin-1-yl)pyrazole FC1=C(C=C(C=C1)F)C1N(CCC1)C1=CC=NN1